4-(((4-chlorophenyl)thio)amino)benzenesulfonamide ClC1=CC=C(C=C1)SNC1=CC=C(C=C1)S(=O)(=O)N